(2S,3aS,7aS)-1-(9H-fluoren-9-ylmethoxycarbonyl)-2,3,3a,4,5,6,7,7a-octahydroindol-2-carboxylic acid C1=CC=CC=2C3=CC=CC=C3C(C12)COC(=O)N1[C@@H](C[C@@H]2CCCC[C@H]12)C(=O)O